4-[1-(2-methylphenyl)ethyl]resorcinol ethyl-2-chloro-5H,6H,7H-cyclopenta[d]pyrimidine-4-carboxylate C(C)C1CCC=2N=C(N=C(C21)C(=O)O)Cl.CC2=C(C=CC=C2)C(C)C2=C(C=C(O)C=C2)O